(1S,2S,3S)-N-[7-chloro-6-[4-((3S,4S)-4-hydroxy-3-methyl-tetrahydrofuran-3-yl)piperazin-1-yl]-3-isoquinolyl]-2,2-dimethyl-3-tetrahydropyran-2-yl-cyclopropanecarboxamide ClC1=C(C=C2C=C(N=CC2=C1)NC(=O)[C@@H]1C([C@H]1[C@H]1OCCCC1)(C)C)N1CCN(CC1)[C@]1(COC[C@H]1O)C